C(C)(=O)N[C@@H]1C[C@H](N(C1)C1=NC(=CC(=C1)C(F)(F)F)C(F)(F)F)C(=O)N(C)C1=CC=C(C=C1)F (2S,4R)-4-acetamido-1-(4,6-bis(trifluoromethyl)pyridin-2-yl)-N-(4-fluorophenyl)-N-methylpyrrolidine-2-carboxamide